furo[3,2-b]pyridin-3(2H)-one O1CC(C2=NC=CC=C21)=O